docosyl-(eicosa-11,14-dien-1-ol) C(CCCCCCCCCCCCCCCCCCCCC)C(CCCCCCCCCC=CCC=CCCCCC)O